dl-(+-)-4'-(beta-methylpentyl)-3,5-difluoroterphenylamine C[C@@H](CC=1C=C(C(=CC1)C=1C(=C(C=C(C1)F)F)N)C1=CC=CC=C1)CCC |r|